(R)-2,3,6-trifluoro-4-((1,1,1-trifluorobutan-2-yl)amino)benzoic acid FC1=C(C(=O)O)C(=CC(=C1F)N[C@@H](C(F)(F)F)CC)F